C(CC)OC(C(=C)C)=O Propylmethacrylat